COC(=O)N1CCN(CC1)CC1=C(C(=CC=C1)NC(=O)NC=1C=NC(=CC1)C)F Methyl-4-[(2-fluoro-3-{[(6-methyl (3-pyridyl))amino]carbonylamino}phenyl) methyl]piperazinecarboxylate